[1-(5-iodopyridin-2-yl)piperidin-4-yl]methanol IC=1C=CC(=NC1)N1CCC(CC1)CO